2,2'-((2-(2-hydroxyethoxy)ethyl)azanediyl)diethanol OCCOCCN(CCO)CCO